C(C1=CC=CC=C1)OC(=O)NCCOC=1C=C(C=CC1)C[C@@H](C(=O)OC(C)(C)C)[C@H]1CN(CC1)C(=O)OC(C)(C)C tert-butyl (S)-3-((R)-3-(3-(2-(((benzyloxy)carbonyl)amino)ethoxy)phenyl)-1-(tert-butoxy)-1-oxopropan-2-yl)pyrrolidine-1-carboxylate